COC=1N=C(C(=NC1)NC1=CC(=NN1S(=O)(=O)C1=CC=C(C)C=C1)[C@@H]1C[C@@H](CC1)N(C([O-])=O)C1(CC1)C)C (1R,3S)-3-(5-((5-methoxy-3-methylpyrazin-2-yl)amino)-1-tosyl-1H-pyrazol-3-yl)cyclopentyl(1-methylcyclopropyl)carbamate